2-oxo-N-(1H-pyrazolo[4,3-c]pyridin-7-yl)-2-[(2S,5R)-4-(2,2-dimethylpropyl)-5-methyl-2-phenyl-piperazin-1-yl]acetamide O=C(C(=O)NC=1C2=C(C=NC1)C=NN2)N2[C@H](CN([C@@H](C2)C)CC(C)(C)C)C2=CC=CC=C2